The molecule is a triterpenoid saponin with hederagenin as the sapogenin. It has been isolated from the stem bark of Kalopanax pictus. It has a role as an anti-inflammatory agent and a plant metabolite. It is a triterpenoid saponin, a pentacyclic triterpenoid, an acetate ester and a primary alcohol. It derives from a hederagenin. It derives from a hydride of an oleanane. C[C@H]1[C@@H]([C@H]([C@H]([C@@H](O1)O[C@@H]2[C@H](O[C@H]([C@@H]([C@H]2O)O)OC[C@@H]3[C@H]([C@@H]([C@H]([C@@H](O3)OC(=O)[C@@]45CC[C@@]6(C(=CC[C@H]7[C@]6(CC[C@@H]8[C@@]7(CC[C@@H]([C@@]8(C)CO)O[C@H]9[C@@H]([C@H]([C@H](CO9)O)OC(=O)C)OC(=O)C)C)C)[C@@H]4CC(CC5)(C)C)C)O)O)O)CO)O)O)O